NC1=C(C(=NC=C1)C)OC1C2C3=C(C1(CC2)C2=CC=CC=C2CCC(=O)O)C=C(C=C3)OC=3C(=NC=CC3N)C 3,6-bis(4-amino-2-methyl-3-pyridyloxy)benzonorborneneHydrocinnamic Acid